3-(3-bromo-2-iodophenoxy)-5-difluoromethylbenzyl cyanide BrC=1C(=C(OC=2C=C(CC#N)C=C(C2)C(F)F)C=CC1)I